(1-((5-fluoro-3-(chloromethyl)pyridin-2-yl)oxy)-2-methylpropan-2-yl)carbamic acid tert-butyl ester C(C)(C)(C)OC(NC(COC1=NC=C(C=C1CCl)F)(C)C)=O